n-Propyltributoxysilan C(CC)[Si](OCCCC)(OCCCC)OCCCC